4-(4-bromo-2-nitrophenyl)-4,6-diazaspiro[2.5]octan-5-one BrC1=CC(=C(C=C1)N1C2(CC2)CCNC1=O)[N+](=O)[O-]